C(C)(C)C1CC(CCC1)NC(=O)CC(C(CC(=O)NC1CC(CCC1)C(C)C)C(=O)NC1CC(CCC1)C(C)C)C(=O)NC1CC(CCC1)C(C)C 1,2,3,4-butanetetracarboxylic acid tetrakis(3-isopropylcyclohexylamide)